C(#N)CCN1CCCC1 N-(2-cyanoethyl)pyrrolidine